C(C)(C)(C)C1=CC=C(C2=C1SC=C2)F 7-tert-butyl-4-fluorobenzo[b]thiophene